C(C)OC=1C=C(C=NC1)C1(CCC1)OCC(=O)N1CC2CCC(C1)N2C2=NC=C(C#N)C=C2 6-(3-(2-(1-(5-ethoxypyridin-3-yl)cyclobutoxy)acetyl)-3,8-diazabicyclo[3.2.1]octan-8-yl)nicotinonitrile